cholest-5,24-diene-3-acetate CC(C)=CCC[C@@H](C)[C@H]1CC[C@H]2[C@@H]3CC=C4CC(CC[C@]4(C)[C@H]3CC[C@]12C)CC(=O)[O-]